FC1CC(N(C1)C(CN1C(COCC1)=O)=O)C(=O)NC(C1=CC=C(C=C1)C(C)C)C1=CC=CC=C1 4-fluoro-1-[2-(3-oxomorpholin-4-yl)acetyl]-N-{phenyl-[4-(prop-2-yl)phenyl]methyl}pyrrolidine-2-carboxamide